2-(6-{1-[1-(1,3-dioxolan-2-yl)-4-methylpentan-3-yl]azetidin-3-yl}-3-methylimidazo[1,5-a]pyridin-8-yl)-5-fluoro-N-(2-methoxyethyl)-N-(isopropyl)benzamide O1C(OCC1)CCC(C(C)C)N1CC(C1)C=1C=C(C=2N(C1)C(=NC2)C)C2=C(C(=O)N(C(C)C)CCOC)C=C(C=C2)F